6-methoxypyridazin-3-amine COC1=CC=C(N=N1)N